OC1=CC2=C(N=C(S2)C(=O)N)C=C1 6-hydroxybenzo[d]thiazole-2-carboxamide